ethyl 2-(triphenylphosphanylidene)propanoate C1(=CC=CC=C1)P(=C(C(=O)OCC)C)(C1=CC=CC=C1)C1=CC=CC=C1